C(C=C)OC(C(CO)O)C 3-allyloxy-1,2-butanediol